phenylsilylcarbodiimide C1(=CC=CC=C1)[SiH2]N=C=N